NC1=NSC=C1C(=O)O 3-AMINOISOTHIAZOLE-4-CARBOXYLIC ACID